(cis)-tert-butyl hexahydropyrrolo[3,4-b][1,4]oxazine-6(2H)-carboxylate O1[C@@H]2[C@H](NCC1)CN(C2)C(=O)OC(C)(C)C